C(CCC(=O)O)(=S)O.C(C)C(C[Na])CCCC (2-ethylhexyl)sodium thiosuccinate